8-(4-hydroxyphenylthio)-3-phenyl-1,N2-ethenoguanosine OC1=CC=C(C=C1)SC=1N([C@H]2[C@H](O)[C@H](O)[C@@H](CO)O2)C=2N(C3N(C(C2N1)=O)C=CN3)C3=CC=CC=C3